CC1=C(C=CC(=C1N)C)N 2,4-dimethyl-1,3-phenylenediamine